3,6-dibromo-9-(4'-(2,6-diphenylpyrimidin-4-yl)-[1,1'-biphenyl]-4-yl)-9H-carbazole BrC=1C=CC=2N(C3=CC=C(C=C3C2C1)Br)C1=CC=C(C=C1)C1=CC=C(C=C1)C1=NC(=NC(=C1)C1=CC=CC=C1)C1=CC=CC=C1